FC=1C(=CC(=C(C(=O)NC=2C=C3C=CC=NC3=CC2)C1)O[C@H](C(F)(F)F)C)N1N=C2N(CCCC2)C1=O 5-fluoro-4-(3-oxo-5,6,7,8-tetrahydro[1,2,4]triazolo[4,3-a]pyridin-2(3H)-yl)-N-(quinolin-6-yl)-2-{[(2S)-1,1,1-trifluoropropan-2-yl]oxy}benzamide